8-ethynyl-N-methyl-2-(methylthio)pyrido[4,3-d]pyrimidin-5-amine C(#C)C1=CN=C(C2=C1N=C(N=C2)SC)NC